2-Cyclohexyl-4,6-bis(benzhydryl)aniline [2-(2,6-dioxopiperidin-3-yl)-4-methoxy-3-oxo-2,3-dihydro-1H-isoindol-5-yl]methyl-N-[4-(4-fluorophenoxy)phenyl]carbamate O=C1NC(CCC1N1CC2=CC=C(C(=C2C1=O)OC)COC(NC1=CC=C(C=C1)OC1=CC=C(C=C1)F)=O)=O.C1(CCCCC1)C1=C(N)C(=CC(=C1)C(C1=CC=CC=C1)C1=CC=CC=C1)C(C1=CC=CC=C1)C1=CC=CC=C1